2-(4-methoxyphenyl)-3-(pyridin-4-yl)-4,5,6,7-tetrahydropyrazolo[1,5-a]pyrazine hydrochloride Cl.COC1=CC=C(C=C1)C1=NN2C(CNCC2)=C1C1=CC=NC=C1